(S)-6-fluoro-1-(2-isopropyl-4-methylpyridin-3-yl)-4-(2-methyl-4-(2,3,5,6-tetrafluoro-4-(methylsulfonyl)phenyl)piperazin-1-yl)pyrido[2,3-d]pyrimidin-2(1H)-one FC1=CC2=C(N(C(N=C2N2[C@H](CN(CC2)C2=C(C(=C(C(=C2F)F)S(=O)(=O)C)F)F)C)=O)C=2C(=NC=CC2C)C(C)C)N=C1